CCCCCCCCCCCCCCCCCCC(=O)O[C@H](COC(=O)CCCCCCC/C=C\\CCCCCCCC)COP(=O)([O-])[O-] The molecule is a 1,2-diacyl-sn-glycerol 3-phosphate(2-) obtained by deprotonation of the phosphate OH groups of 1-oleoyl-2-nonadecanoyl-sn-glycero-3-phosphate. It is a 1,2-diacyl-sn-glycerol 3-phosphate(2-) and a 1-oleoyl-2-acyl-sn-glycero-3-phosphate(2-).